C(C)(C)(C)OC(N(C)C1=NC(=C(C(=N1)OC)C1=CC=2C(=CN=C(C2)Cl)N1C)OC)=O.N1=CC=C(C=C1)CCSCCC[Si](OC)(OC)OC 3-(4-pyridylethyl)thiopropyltrimethoxysilane tert-butyl-(5-(5-chloro-1-methyl-1H-pyrrolo[2,3-c]pyridin-2-yl)-4,6-dimethoxypyrimidin-2-yl)(methyl)carbamate